FC1(CN(C1)S(=O)(=O)C=1C=C(C(=O)N2CC3(C4=CC(=CC=C24)NS(=O)(=O)C)CCC2(CC3)CC2)C=CC1)F N-(1''-(3-((3,3-difluoroazetidin-1-yl)sulfonyl)benzoyl)dispiro[cyclopropane-1,1'-cyclohexane-4',3''-indolin]-5''-yl)methanesulfonamide